(4,4-difluoro-1-piperidinyl)(3-(2-methyl-2H-indazol-6-yl)-6-quinoxalinyl)methanone FC1(CCN(CC1)C(=O)C=1C=C2N=C(C=NC2=CC1)C=1C=CC2=CN(N=C2C1)C)F